O=C1NC(CCC1N1C(C2=CC=C(C=C2C1)CNC(NC1=C(C=CC=C1)NC)=O)=O)=O 3-{[2-(2,6-Dioxopiperidin-3-yl)-1-oxo-3H-isoindol-5-yl]methyl}-1-[2-(methylamino)phenyl]urea